BrC1=CC=C2C(=C(C=NC2=C1)C(=O)OCC)NC=1C=C(C(=O)O)C=C(C1)OC1=CC(=CC(=C1)F)F 3-{[7-bromo-3-(ethoxycarbonyl)quinolin-4-yl]amino}-5-[(3,5-difluorophenyl)oxy]benzoic acid